NC1=NN2C(C=C(C=C2)C=2C=NC(=C(C(=O)N[C@H](C)C3=C(C=CC(=C3)OC(F)(F)F)F)C2)Cl)=N1 (R)-5-(2-amino-[1,2,4]triazolo[1,5-a]pyridin-7-yl)-2-chloro-N-(1-(2-fluoro-5-(trifluoromethoxy)phenyl)ethyl)nicotinamide